COC(=O)C1=CN(C(C=C1)=O)C1=C(C(=CC=C1)Br)F 1-(3-bromo-2-fluorophenyl)-6-oxopyridine-3-carboxylic acid methyl ester